C(C1=CC=CC=C1)N1N=C(C(N(C1=O)CCO)=O)C1=CC=CC=C1 2-benzyl-4-(2-hydroxyethyl)-6-phenyl-1,2,4-triazine-3,5(2H,4H)-dione